ClC=1C(N(C(=CC1OCC1=NC=C(C=C1F)F)C)C1=CC(=NC=C1C)C1=NN(C=C1)C(CO)(C)C)=O 3-chloro-4-[(3,5-difluoropyridin-2-yl)methoxy]-2'-[1-(1-hydroxy-2-methylpropan-2-yl)pyrazol-3-yl]-5',6-dimethyl-[1,4'-bipyridin]-2-one